(2S)-2-(methoxymethyl)oxirane COC[C@H]1OC1